O1C(=CC2=C1C=CC=C2)CC(=O)NC2=CC(=C(OC1=CC(=NC=C1)C1(CC1)C(=O)N)C=C2F)F (4-(4-(2-(benzofuran-2-yl)acetamido)-2,5-difluorophenoxy)pyridin-2-yl)cyclopropanecarboxamide